CC1=CC=C(OC=2N=NC(=CC2C#N)C2=CC=CC=C2)C=C1 3-(4-methylphenoxy)-6-phenylpyridazine-4-carbonitrile